5-((4,6-difluoro-5-(4'-(1-(2,2,2-trifluoroethyl)-1H-pyrazol-3-yl)-[1,1'-biphenyl]-4-yl)-1H-benzo[d]imidazol-2-yl)oxy)-2-methylbenzoic acid FC1=C(C(=CC=2NC(=NC21)OC=2C=CC(=C(C(=O)O)C2)C)F)C2=CC=C(C=C2)C2=CC=C(C=C2)C2=NN(C=C2)CC(F)(F)F